2-[5-benzyloxy-2-cyclopropyl-1-(4-fluoro-3-methyl-phenyl)indol-3-yl]-3-phenyl-propionic acid methyl ester COC(C(CC1=CC=CC=C1)C1=C(N(C2=CC=C(C=C12)OCC1=CC=CC=C1)C1=CC(=C(C=C1)F)C)C1CC1)=O